C1CC12CCN(CC2)C2=NC(=CC=C2C(=O)NC2=NC(=CC(=C2)C#N)N2CCOCC2)NC(CO)(C)C 2-(6-azaspiro[2.5]octan-6-yl)-N-(4-cyano-6-(4-morpholinyl)-2-pyridinyl)-6-((1-hydroxy-2-methyl-2-propanyl)amino)-3-pyridinecarboxamide